CC1=NN=C2N1C=1C(=C(C3=C(C1NC2(C)C)CCO3)C3=C2C=CN(C2=CC=C3)S(=O)(=O)C)C 3,5,11,11-tetramethyl-6-(1-(methylsulfonyl)-1H-indol-4-yl)-8,9,10,11-tetrahydrofuro[3,2-f][1,2,4]triazolo[4,3-a]quinoxaline